FC(F)(F)OC(C=1C(C(=O)[O-])=CC=CC1)=O trifluoromethylphthalate